6-cyclopropyl-2-ethyl-1,7-dioxo-1,2,6,7-tetrahydropyrido[3,4-d]pyridazin-4-yl 2,4,6-triisopropylbenzenesulfonate C(C)(C)C1=C(C(=CC(=C1)C(C)C)C(C)C)S(=O)(=O)OC1=NN(C(C=2C1=CN(C(C2)=O)C2CC2)=O)CC